2-(5-(8-(pyrrolidin-2-yl)isochroman-6-yl)-1H-pyrrolo[2,3-b]pyridin-3-yl)acetonitrile N1C(CCC1)C=1C=C(C=C2CCOCC12)C=1C=C2C(=NC1)NC=C2CC#N